rel-4-((2R,3S,5R)-3-(3,4-difluoro-2-methoxyphenyl)-5-methyl-5-(trifluoromethyl)tetrahydrofuran-2-carboxamido)pyridineamide FC=1C(=C(C=CC1F)[C@H]1[C@@H](O[C@](C1)(C(F)(F)F)C)C(=O)NC1=CC(=NC=C1)C(=O)N)OC |o1:8,9,11|